O=S1(CCCC2=CC(=CC=C12)NC1=NC=C(C(=N1)N[C@H](CO)C1=CC=CC=C1)C=1OC(=NN1)C(F)(F)F)=O (2S)-2-[[2-[(1,1-dioxo-3,4-dihydro-2H-thiochromen-6-yl)amino]-5-[5-(trifluoromethyl)-1,3,4-oxadiazol-2-yl]pyrimidin-4-yl]amino]-2-phenyl-ethanol